(S)-2-amino-6-(4-((bis(2-hydroxyethyl)amino)methyl)-2-methoxybenzyl)-4-(pentan-2-ylamino)pyrimido[4,5-d]pyridazin-5(6H)-one NC=1N=C(C2=C(C=NN(C2=O)CC2=C(C=C(C=C2)CN(CCO)CCO)OC)N1)N[C@@H](C)CCC